(2E,6E)-3,7,11-trimethyldodeca-2,6,10-trien-1-ol C\C(=C/CO)\CC\C=C(\CCC=C(C)C)/C